ClC1=CC(=NC=C1OC1=CC=CC=C1)N 4-chloro-5-phenoxypyridin-2-amine